3-Cyano-2-isopropyl-N-(1-(2-methoxypyrimidin-4-yl)-1H-indazol-6-yl)benzamide C(#N)C=1C(=C(C(=O)NC2=CC=C3C=NN(C3=C2)C2=NC(=NC=C2)OC)C=CC1)C(C)C